4-((methyl(3-oxo-3-(4-(5-(trifluoromethyl)pyrimidin-2-yl)piperazin-1-yl)propyl)amino)methyl)phthalazin-1(2H)-one CN(CCC(N1CCN(CC1)C1=NC=C(C=N1)C(F)(F)F)=O)CC1=NNC(C2=CC=CC=C12)=O